(3R)-1-butyl-2,5-dioxo-3-((1R)-1-hydroxy-2-methylpropyl)-9-(4-(4-methylsulfonylamino-2-methoxyphenoxy)phenylmethyl)-1,4,9-triazaspiro[5.5]undecane C(CCC)N1C([C@H](NC(C12CCN(CC2)CC2=CC=C(C=C2)OC2=C(C=C(C=C2)NS(=O)(=O)C)OC)=O)[C@@H](C(C)C)O)=O